4-methylbenzenesulfonic acid (2,2-difluorocyclopropyl) ester FC1(C(C1)OS(=O)(=O)C1=CC=C(C=C1)C)F